ruthenium tris-2,2'-bipyridine N1=C(C=CC=C1)C1=NC=CC=C1.N1=C(C=CC=C1)C1=NC=CC=C1.N1=C(C=CC=C1)C1=NC=CC=C1.[Ru]